(3-cyanophenyl)triethyltin C(#N)C=1C=C(C=CC1)[Sn](CC)(CC)CC